N-(bis(4-(tributylsilyl)phenyl)phosphaneyl)-N-phenyl-1-(4-(tributylsilyl)phenyl)-1-(2-(trifluoromethoxy)phenyl)phosphanamine C(CCC)[Si](C1=CC=C(C=C1)P(N(P(C1=C(C=CC=C1)OC(F)(F)F)C1=CC=C(C=C1)[Si](CCCC)(CCCC)CCCC)C1=CC=CC=C1)C1=CC=C(C=C1)[Si](CCCC)(CCCC)CCCC)(CCCC)CCCC